COC1(COC1)C1=CC=C(C=C1)N1CCC(CC1)C1=CC=C(C=C1)C(F)(F)F 1-(4-(3-Methyloxyoxetan-3-yl)phenyl)-4-(4-(trifluoromethyl)phenyl)piperidine